ClC1=C(C(=CC=C1)F)C1=NOC(=C1C(=O)O)C=1C=NN(C1C(F)(F)F)C[C@@H](C)O 3-(2-chloro-6-fluorophenyl)-5-{1-[(2R)-2-hydroxypropyl]-5-(trifluoromethyl)-1H-pyrazol-4-yl}-1,2-oxazole-4-carboxylic acid